FC(C(=O)O)(F)F.C(CC)N propan-1-amine trifluoroacetate